CC1=CC(=NN1)NC1=NC(=NC(=C1)C=1C=NN(C1)C)NC1CC2CCC(C1)N2C(=O)OC(C)(C)C Tert-butyl (3-exo)-3-((4-((5-methyl-1H-pyrazol-3-yl) amino)-6-(1-methyl-1H-pyrazol-4-yl) pyrimidin-2-yl) amino)-8-azabicyclo[3.2.1]octane-8-carboxylate